N1=CC=C(C=C1)C1=CN=CN1C1=CC=C(OCC2=NC3=C(N2)C=CC=C3)C=C1 2-((4-(5-(pyridin-4-yl)-1H-imidazol-1-yl)phenoxy)methyl)-1H-benzo[d]imidazole